(S,E)-2-(1,1-difluoroethyl)-4-phenoxy-N-(5,5,5-trifluoro-1-(methylsulfonyl)pent-1-en-3-yl)pyrimidine-5-carboxamide FC(C)(F)C1=NC=C(C(=N1)OC1=CC=CC=C1)C(=O)N[C@H](/C=C/S(=O)(=O)C)CC(F)(F)F